CN1C(CN(C2=C(C=CC=C12)C)S(=O)(=O)C=1C=NC(=CC1C)N1C=NC(=C1)C)=O 1,5-Dimethyl-4-[[4-methyl-6-(4-methylimidazol-1-yl)-3-pyridinyl]sulfonyl]-3H-quinoxalin-2-one